OCC1(CCC1)NC(C[C@@H]1CC2=C(C=3NC4=C(C=C(C=C4C13)F)F)C=CC(=C2)F)=O |o1:9| N-[1-(hydroxymethyl)cyclobutyl]-2-[(6S*)-3,8,10-trifluoro-5H,6H,11H-benzo[a]carbazol-6-yl]acetamide